COC=1C=C2CCN3C(C2=CC1C=1N=NN(N1)C)=C(C=C3C(=O)N3[C@](CC3)(C#N)C)CCC (R)-1-(8-methoxy-9-(2-methyl-2H-tetrazol-5-yl)-1-propyl-5,6-dihydropyrrolo[2,1-a]isoquinoline-3-carbonyl)-2-methylazetidine-2-carbonitrile